FC=1C=NN2C1C(NC1=C(C(=CC=C21)CN2CC1C(C2)CN(C1)C=1C=CC(=NC1F)C(=O)NC)F)=O 5-(5-((3,6-difluoro-4-oxo-4,5-dihydropyrazolo[1,5-a]quinoxalin-7-yl)methyl)hexahydropyrrolo[3,4-c]pyrrol-2(1H)-yl)-6-fluoro-N-methylpicolinamide